Methylenbis-(4-methyl-tert-butylphenol) C(C1=C(C=CC(=C1C(C)(C)C)C)O)C1=C(C=CC(=C1C(C)(C)C)C)O